ClC=1N=CC(=NC1)C(=O)[O-] 5-chloropyrazine-2-carboxylate